ClC1=C2C=CNC2=CC(=C1)NC1=CC(=CC(=N1)C#N)N1CCC(CC1)CC1=CC=C(C=C1)F 6-[(4-chloro-1H-indol-6-yl)amino]-4-{4-[(4-fluorophenyl)methyl]piperidin-1-yl}pyridine-2-carbonitrile